2-fluoro-1-(3-(7-(3-hydroxypiperidin-1-yl)-3-(4-(trifluoromethyl)phenyl)-1H-pyrazolo[4,3-b]pyridin-1-yl)azetidin-1-yl)prop-2-en-1-one FC(C(=O)N1CC(C1)N1N=C(C2=NC=CC(=C21)N2CC(CCC2)O)C2=CC=C(C=C2)C(F)(F)F)=C